C(C1=CC=CC=C1)OC(=O)N[C@@H](C(=O)OCC1=CC=CC=C1)CNC(C1=CC(=CC(=C1)F)Br)=O (R)-benzyl 2-(((benzyloxy)carbonyl)amino)-3-(3-bromo-5-fluorobenzamido)propanoate